[Si](C)(C)(C(C)(C)C)OC1=CC=C(C=C1)C=1C=C(C=2C=NN(C2C1)C1OCCCC1)N 6-(4-((tert-butyldimethylsilyl)oxy)phenyl)-1-(tetrahydro-2H-pyran-2-yl)-1H-indazol-4-amine